FCCOC1=CC=C(C=C1)C=O (4-(2-fluoroethoxy)phenyl)methanone